(2S,3S,4R,5R)-3,4-dihydroxyl-N-meth-yl-5-(6-(((6-methylpyridin-2-yl)meth-yl)amino)-2-(5-methylpyridin-3-yl)-9H-purin-9-yl)tetrahydrothiophen-2-formamide O[C@@H]1[C@H](S[C@H]([C@@H]1O)N1C2=NC(=NC(=C2N=C1)NCC1=NC(=CC=C1)C)C=1C=NC=C(C1)C)C(=O)NC